3,3,3-trifluoroprop-1-yne FC(C#C)(F)F